2-[(R)-4-(6-(hydroxy-phenyl-methyl)-4,5-dimethyl-pyridazin-3-yl)-2-methyl-3,4,5,6-tetrahydro-2H-[1,2]bipyrazinyl-5'-yl]-propan-2-ol OC(C1=C(C(=C(N=N1)N1C[C@H](N(CC1)C1=NC=C(N=C1)C(C)(C)O)C)C)C)C1=CC=CC=C1